tert-butyl 2-(5-(2,6-dimethoxyphenyl)-1-(4-((3-(dimethylamino)propyl)amino)-2-isopropylphenyl)-1H-pyrazole-3-carboxamido)adamantane-2-carboxylate COC1=C(C(=CC=C1)OC)C1=CC(=NN1C1=C(C=C(C=C1)NCCCN(C)C)C(C)C)C(=O)NC1(C2CC3CC(CC1C3)C2)C(=O)OC(C)(C)C